3-amino-N-{2-[3-amino-2-(difluoromethyl)pyrrolidin-1-yl]-5,6,7,8-tetrahydroquinolin-6-yl}-5-fluoro-6-methylthieno[2,3-b]pyridine-2-carboxamide NC1=C(SC2=NC(=C(C=C21)F)C)C(=O)NC2CC=1C=CC(=NC1CC2)N2C(C(CC2)N)C(F)F